ClC=1C=C(C=CC1)C=1C=C(N(C1)C)C(=O)NCC=1C=C2CN(C(C2=CC1)=O)C1C(NC(CC1)=O)=O 4-(3-chlorophenyl)-N-((2-(2,6-dioxopiperidin-3-yl)-1-oxoisoindolin-5-yl)methyl)-1-methyl-1H-pyrrole-2-carboxamide